BrC=1C=C2C(N(C=NC2=C(C1)F)C1CC1)=O 6-bromo-3-cyclopropyl-8-fluoroquinazolin-4(3H)-one